C(=O)[O-].ClC1=C(C(=O)NCCC[N+](C)(C)CCO)C=CC(=C1)NC=1C=2N(C=CN1)C(=CN2)C2=C(C(=C(C=C2)OC)F)F 3-(2-Chloro-4-((3-(2,3-difluoro-4-methoxyphenyl)imidazo[1,2-a]pyrazin-8-yl)amino)benzamido)-N-(2-hydroxyethyl)-N,N-dimethylpropan-1-aminium formate